Methyl (R)-8-(4-(3-(3,6-dibromo-9H-carbazol-9-yl)-2-hydroxypropyl)piperazin-1-yl)-8-oxooctanoate BrC=1C=CC=2N(C3=CC=C(C=C3C2C1)Br)C[C@@H](CN1CCN(CC1)C(CCCCCCC(=O)OC)=O)O